3-(5-fluoro-3-methyl-2-oxo-4-(piperidin-4-yloxy)-2,3-dihydro-1H-benzo[d]imidazol-1-yl)piperidine-2,6-dione hydrochloride Cl.FC1=C(C2=C(N(C(N2C)=O)C2C(NC(CC2)=O)=O)C=C1)OC1CCNCC1